N-(5-(1-methyl-1H-pyrazol-3-yl)-4-((6-(methylsulfonyl)-[1,3]dioxolo[4,5-c]pyridin-4-yl)amino)pyridin-2-yl)acetamide CN1N=C(C=C1)C=1C(=CC(=NC1)NC(C)=O)NC1=NC(=CC2=C1OCO2)S(=O)(=O)C